1-(4-(9-(6-chloro-1H-indol-1-yl)nonyl)piperazin-1-yl)-2-(2,4-difluorophenyl)-3-(1H-1,2,4-triazol-1-yl)propan-2-ol ClC1=CC=C2C=CN(C2=C1)CCCCCCCCCN1CCN(CC1)CC(CN1N=CN=C1)(O)C1=C(C=C(C=C1)F)F